N-(3-(2-chloro-5-fluorophenoxy)-2-(1,3-dioxoisoindolin-2-yl)-8-oxo-6,7,8,9-tetrahydro-[1,4]diazepino[6,7,1-hi]indazol-4-yl)-3-fluoro-5-(trifluoromethyl)benzamide ClC1=C(OC2=C3C(=NN4C3=C(C=C2NC(C2=CC(=CC(=C2)C(F)(F)F)F)=O)CNC(C4)=O)N4C(C2=CC=CC=C2C4=O)=O)C=C(C=C1)F